ClC1=CC=C(C=N1)C1=NC(=NC=C1C)NC=1C=NN(C1)C1CCOCC1 (6-Chloropyridin-3-yl)-5-methyl-N-(1-(tetrahydro-2H-pyran-4-yl)-1H-pyrazol-4-yl)pyrimidin-2-amine